C1(=CC=CC=C1)CCO β-Phenylethanol